C(C)[C@]1([C@H]2[C@H]1CC=1C=C(C=CC21)OCC2=CC(=C(C=C2)C)Br)C(=O)OCC (1S,1aS,6aR)-ethyl-4-((3-bromo-4-methylbenzyl)oxy)-1,1a,6,6a-tetrahydrocyclopropa[a]indene-1-carboxylic acid, ethyl ester